NC1C(N(CC1)C1=CC=CC=C1)=O 3-amino-1-phenyl-pyrrolidin-2-one